FC(C(=O)O)(F)F.ClC1=C(C=C(C=C1)C(CNCCC)C1=CC=CC=C1)C=1C(=CC=C(C1F)OCCOC)C(=O)N 2'-chloro-6-fluoro-5-(2-methoxyethoxy)-5'-(1-phenyl-2-(propylamino)ethyl)-[1,1'-biphenyl]-2-carboxamide trifluoroacetate